undecyl 6-((6-((4,4-bis(octyloxy)butanoyl)oxy)hexyl)(2-hydroxyethyl)amino)hexanoate C(CCCCCCC)OC(CCC(=O)OCCCCCCN(CCCCCC(=O)OCCCCCCCCCCC)CCO)OCCCCCCCC